7-(4-(((2-hydroxyethyl)amino)methyl)-1H-benzo[d]imidazol-2-yl)-4-(1H-pyrrolo[2,3-b]pyridin-3-yl)isoindol-1-one ethyl-3-(1,3-benzodioxol-5-ylamino)-2-cyanoacrylate C(C)OC(C(=CNC1=CC2=C(OCO2)C=C1)C#N)=O.OCCNCC1=CC=CC=2NC(=NC21)C=2C=CC(=C1C=NC(C21)=O)C2=CNC1=NC=CC=C12